C(C)C=1C=C2CN(C(C2=CC1CC1=CC=C(C=C1)N1N=CC=C1)=O)[C@H]1COCC[C@@H]1O 1,5-anhydro-2,4-dideoxy-2-(5-ethyl-1-oxo-6-(4-(1H-pyrazol-1-yl)benzyl)-1,3-dihydro-2H-isoindol-2-yl)-L-threo-pentitol